3-amino-N-((R)-7-((3R,4R)-3-amino-4-(trifluoromethoxy)pyrrolidin-1-yl)chroman-3-yl)-6-methylthieno[2,3-b]pyridine-2-carboxamide NC1=C(SC2=NC(=CC=C21)C)C(=O)N[C@H]2COC1=CC(=CC=C1C2)N2C[C@H]([C@@H](C2)OC(F)(F)F)N